O1C=C(C=C1)C1=CC=2C3=C(C=NC2C=C1)OC(N3C3=CC(=CC=C3)C(F)(F)F)=O 8-(3-furyl)-1-[3-(trifluoromethyl)phenyl]oxazolo[5,4-c]quinolin-2(1h)-one